FC=1C=C(C=CC1)NC1=NC=NC2=CC(=CC=C12)C=1C=NN(C1)C1CCNCC1 N-(3-fluorophenyl)-7-(1-(piperidin-4-yl)-1H-pyrazol-4-yl)quinazolin-4-amine